ClC=1C(N(C(=CC1OCC1=NC=C(C=C1F)F)C)C1=CC(=NC=C1C)C1=NC(=NC=C1)C1(CCC1)O)=O (S)-3-chloro-4-((3,5-difluoropyridin-2-yl)methoxy)-2'-(2-(1-hydroxycyclobutyl)pyrimidin-4-yl)-5',6-dimethyl-2H-[1,4'-bipyridin]-2-one